C1=C(C=CC2=CC=CC=C12)C(C1=CC2=CC=CC=C2C=C1)=NN (di(naphthalen-2-yl)methylene)hydrazine